C(CC)(S(=O)(=O)[O-])S(=O)(=O)[O-].[Na+].[Na+] sodium 1,1-propanedisulfonate